tert-butyl 3-(4-fluoropyridin-3-yl)azetidine-1-carboxylate FC1=C(C=NC=C1)C1CN(C1)C(=O)OC(C)(C)C